4-hydroxy-3-methyl-pentene OC(C(C=C)C)C